2-(2,6-dioxopiperidin-3-yl)-6-(2-(9-(4-(7-hydroxy-3-phenylchroman-4-yl)phenyl)-3,9-diazaspiro[5.5]undecan-3-yl)-2-oxoethyl)-6,7-dihydropyrrolo[3,4-f]isoindole-1,3(2H,5H)-dione O=C1NC(CCC1N1C(C2=CC=3CN(CC3C=C2C1=O)CC(=O)N1CCC2(CC1)CCN(CC2)C2=CC=C(C=C2)C2C(COC1=CC(=CC=C21)O)C2=CC=CC=C2)=O)=O